NC=1C=C(C=C(C1C)F)C1=CN=C(O1)C1CN(C1)C(=O)OC methyl 3-(5-(3-amino-5-fluoro-4-methylphenyl)oxazol-2-yl)azetidine-1-carboxylate